C1(=CC=CC=C1)\C=N\C=1SC2=C(C1C#N)CCC1(OCCO1)C2 2-{[(1E)-phenylmethylene]amino}-4,7-dihydro-5H-spiro[1-benzothiophene-6,2'-[1,3]dioxolane]-3-carbonitrile